N-(5-fluoro-2,3-dihydro-1H-inden-4-yl)acetamide FC=1C(=C2CCCC2=CC1)NC(C)=O